[C@H]12N(C[C@H](NC1)C2)C2=CC(=C(C=C2)NC2=NC=C(C(=N2)C2=CC=1S(CCOCC1S2)(=O)=O)C(F)(F)F)CC 7-(2-((4-((1R,4R)-2,5-diazabicyclo[2.2.1]heptan-2-yl)-2-ethylphenyl)amino)-5-(trifluoromethyl)pyrimidin-4-yl)-2,3-dihydro-5H-thieno[3,2-e][1,4]oxathiepine 1,1-dioxide